NC1CCC(CC1)NC1=NC=CC(=N1)C1=C(OC2=C(C=C(C=C2)NS(=O)(=O)C2=C(C=CC=C2)Cl)F)C=C(C=C1)C1CCCCC1 N-[4-[2-[2-[(1r,4r)-(4-Aminocyclohexyl)amino]pyrimidin-4-yl]-5-cyclohexylphenoxy]-3-fluorophenyl]2-chlorobenzenesulfonamide